FN1CC=2NC3=CC=C(C=C3C2C(C1C)C1=C(C=CC=C1)OCCN1CCCC1)F 2,6-difluoro-4-(2-(pyrrolidin-1-yl)ethoxyPhenyl)-3-methyl-2,3,4,9-tetrahydro-1H-pyrido[3,4-b]Indole